FC(OC1=CC=C(C=C1)N1C(C(=NC=2C=NC(=NC12)OCC)C=1C=C2C=C(N(C2=CC1)C)CCO)=O)F 8-(4-(Difluoromethoxy)phenyl)-2-ethoxy-6-(2-(2-hydroxyethyl)-1-methyl-1H-indole-5-yl)pteridin-7(8H)-one